2-(methylsulfonyl)pyrimidine CS(=O)(=O)C1=NC=CC=N1